N1(C=CN=CC=C1)C(=O)OC(C)(C)C 2-methylpropan-2-yl 1,4-diazepine-1-carboxylate